NC=1C=C(CS(=O)(=O)N2C(C[C@@H](CC2)OC=2C=C(C=CC2)C2=C(C(=C(S2)C(=O)OC)OCC(=O)OC)Cl)(C)C)C=CC1 (R)-methyl 5-(3-((1-((3-aminobenzyl)sulfonyl)-2,2-dimethylpiperidin-4-yl)oxy)phenyl)-4-chloro-3-(2-methoxy-2-oxoethoxy)thiophene-2-carboxylate